Cl.Cl.C(C)(=O)C1=CC2=C(O1)C(=C1C=CC=CC1=C2OC(NCC[C@@H](NC)C(=O)O)=O)OC(=O)NCC[C@@H](C(=O)O)NC (S)-4-((((2-Acetyl-4-((((R)-3-carboxy-3-(methylamino)propyl)carbamoyl)oxy)naphtho[2,3-b]furan-9-yl)oxy)carbonyl)amino)-2-(methylamino)butanoic Acid dihydrochloride